3-methyl-1-(4-nitrobenzyl)pyrrolidin-2-one CC1C(N(CC1)CC1=CC=C(C=C1)[N+](=O)[O-])=O